NC1=C(C=C(C(=O)N[C@@H]2C[C@H](CCC2)C#C)C=C1)OC 4-amino-N-[(1S,3S)-3-ethynylcyclohexyl]-3-methoxybenzamide